NC(CC=1C=C(CNC(=O)N2CCC3(NC4=CC=C(C=C4C(C3)=O)F)CC2)C=CC1F)=O N-(3-(2-amino-2-oxoethyl)-4-fluorobenzyl)-6'-fluoro-4'-oxo-3',4'-dihydro-1'H-spiro[piperidine-4,2'-quinoline]-1-carboxamide